C(C)(C)(C)OC(=O)N1C2CCC(C1)C2C(=O)O 2-tert-butoxycarbonyl-2-azabicyclo[2.2.1]heptane-7-carboxylic acid